(2R,3R,11bR)-3-(tert-butoxy)-9-((1r,3R)-3-fluorocyclobutoxy)-10-methoxy-1,3,4,6,7,11b-hexahydro-2H-pyrido[2,1-a]isoquinolin-2-ol C(C)(C)(C)O[C@H]1[C@@H](C[C@H]2N(CCC3=CC(=C(C=C23)OC)OC2CC(C2)F)C1)O